butanamide Hydrochloride Cl.C(CCC)(=O)N